OC(CNC(CCCCCCCCCCCCC)=O)(C)C 10E-tetradecanoic acid-N-(2-hydroxy-2-methylpropyl) amide